ClC1(NC=C2NC(N(C2=N1)CC1=CC=C(C=C1)C=1N(C=C(N1)C(F)(F)F)C1CC1)=O)C=1C(=NC=NC1OC)CC 2-chloro-9-([4-[1-cyclopropyl-4-(trifluoromethyl)imidazol-2-yl]phenyl]methyl)-2-(4-ethyl-6-methoxypyrimidin-5-yl)-7H-purin-8-one